C(CC)(=O)NC1=CC=C(C=C1)NC(=S)NC(C1=CC=C(C=C1)C(C)(C)C)=O N-((4-propionylaminophenyl)thiocarbamoyl)-4-tert-butylbenzamide